FC1=C(C=CC(=C1C(=O)C=1C=C2N=C(C=NC2=CC1)N1CCNCC1)F)NC(C1=CC(=C(C=C1)F)F)=O N-(2,4-difluoro-3-(3-(piperazin-1-yl)quinoxaline-6-carbonyl)phenyl)-3,4-difluorobenzamide